FC1=C(C(=CC=C1)F)N1N=C(C=CC1=O)C(=O)NC1=C(C2=C(N(C(=N2)C(C)C)C)C(=C1)F)N1C[C@@H](CC1)NC(OC(C)(C)C)=O tert-butyl (R)-(1-(5-(1-(2,6-difluorophenyl)-6-oxo-1,6-dihydropyridazine-3-carboxamido)-7-fluoro-2-isopropyl-1-methyl-1H-benzo[d]imidazol-4-yl)pyrrolidin-3-yl)carbamate